4-[3-chloro-6-fluoro-2-[2-(1H-indol-5-yl)ethyl]phenyl]-5-hydroxy-2,6-dimethyl-pyridazin-3-one ClC=1C(=C(C(=CC1)F)C=1C(N(N=C(C1O)C)C)=O)CCC=1C=C2C=CNC2=CC1